COC(=O)C=1C2=CN(N=C2C=C(C1)C1=C(C=C(C=C1)C)Cl)CC1=NC=CC=C1 6-(2-chloro-4-methylphenyl)-2-(pyridin-2-ylmethyl)-2H-indazole-4-carboxylic acid methyl ester